[N+](=O)([O-])C=1C=C2C(=NNC2=CC1)C1=CC(=NC=C1)N1CCN(CC1)C1CN(C1)C(=O)OC(C)(C)C tert-butyl 3-[4-[4-(5-nitro-1H-indazol-3-yl)-2-pyridyl]piperazin-1-yl]azetidine-1-carboxylate